bi(cyclohexyl) C1(CCCCC1)C1CCCCC1